(R)-2-(1,1-difluoroethyl)-5-(4-(4-(difluoromethyl)pyrazolo[1,5-a]pyridin-2-yl)-1,4,6,7-tetrahydro-5H-imidazo[4,5-c]pyridin-5-yl)-1,3,4-oxadiazole FC(C)(F)C=1OC(=NN1)N1[C@H](C2=C(CC1)NC=N2)C2=NN1C(C(=CC=C1)C(F)F)=C2